C[Si](O[C@H]1C[C@H](CC1)C=1C=C(N(N1)C(C)(C)C)NC(=O)OCC1=CC=CC=C1)(C(C)(C)C)C benzyl ({5-[(1S,3R)-3-{[dimethyl (2-methylpropan-2-yl) silyl] oxy} cyclopentyl]-2-(2-methylpropan-2-yl) pyrazol-3-yl} amino)carboxylate